(1S,3aR,6aS)-N-((S)-1-cyano-2-((S)-2-oxopiperidin-3-yl)ethyl)-2-(N-(2,2,2-trifluoroacetyl)-O-(trifluoromethyl)-L-seryl)octahydrocyclopenta[c]pyrrole-1-carboxamide C(#N)[C@H](C[C@H]1C(NCCC1)=O)NC(=O)[C@H]1N(C[C@H]2[C@@H]1CCC2)C([C@@H](NC(C(F)(F)F)=O)COC(F)(F)F)=O